C(C)NC1=C(C=C(C=C1)C(F)(F)F)[N+](=O)[O-] N-ethyl-2-nitro-4-(trifluoromethyl)aniline